C1(CC1)N1N=C(N=C1)N[C@@H]1C[C@H](CC1)NC1=CC=C(C=N1)N1C(C=CC=C1)=O 6'-(((1S,3S)-3-((1-cyclopropyl-1H-1,2,4-triazol-3-yl)amino)cyclopentyl)amino)-2H-[1,3'-bipyridinyl]-2-one